tert-butyl (3S)-4-(7-(2,3-difluoro-6-(methylthio)phenyl)-6-fluoro-1-(2-isopropyl-4-methylpyridin-3-yl)-2-oxo-1,2-dihydropyrido[2,3-d]pyrimidin-4-yl)-3-methylpiperazine-1-carboxylate FC1=C(C(=CC=C1F)SC)C=1C(=CC2=C(N(C(N=C2N2[C@H](CN(CC2)C(=O)OC(C)(C)C)C)=O)C=2C(=NC=CC2C)C(C)C)N1)F